ClC1=C(C(=CC=C1)Cl)C=1C(C2=C(N=C(N=C2)NC2=CC=C(C=C2)N[C@@H]2CNCC2)N(C1)C)=O 6-(2,6-dichlorophenyl)-8-methyl-2-({4-[(3S)-pyrrolidin-3-ylamino]phenyl}amino)pyrido[2,3-d]pyrimidin-5(8H)-one